N1(CCCCC1)C1CCN(CC1)C(C(CC=1C=C2C=NNC2=C(C1)C)NC(=O)N1CCCCC1)=O piperidine-1-carboxylic acid [2-[1,4']bipiperidinyl-1'-yl-1-(7-methyl-1H-indazol-5-yl-methyl)-2-oxo-ethyl]-amide